tert-butyl 2-(2-hydroxyphenyl)-6a,7,9,10-tetrahydrospiro[pyrido[1',2':4,5]pyrazino[2,3-c]pyridazine-8,2'-[1,3]dioxolane]-5(6H)-carboxylate OC1=C(C=CC=C1)C=1C=C2C(=NN1)N(CC1N2CCC2(OCCO2)C1)C(=O)OC(C)(C)C